tert-Butyl 6-chloro-3-[1-(2-ethylsulfanyl-6-methyl-4-oxo-chromen-8-yl)ethylamino]pyridine-2-carboxylate ClC1=CC=C(C(=N1)C(=O)OC(C)(C)C)NC(C)C=1C=C(C=C2C(C=C(OC12)SCC)=O)C